COC=1C=C(CN(C2=CC(=NC=C2)OCCOCCOC2=CC(=CC=C2)OC)CC2=CC(=CC=C2)N2CCCC2)C=CC1 N-(3-methoxybenzyl)-2-(2-(2-(3-methoxyphenoxy)ethoxy)ethoxy)-N-(3-(pyrrolidin-1-yl)benzyl)pyridin-4-amine